(S)-N-cyano-N'-((4-fluoro-2-isopropyl-6-(2-methoxypyridin-4-yl)phenyl)carbamoyl)-6,7-dihydro-5H-pyrazolo[5,1-b][1,3]oxazine-3-sulfonimidamide C(#N)N[S@@](=O)(=NC(NC1=C(C=C(C=C1C1=CC(=NC=C1)OC)F)C(C)C)=O)C=1C=NN2C1OCCC2